CC([C@H](C(=O)NC)NC(OC(C)(C)C)=O)(C)C tert-butyl (R)-(3,3-dimethyl-1-(methylamino)-1-oxobutan-2-yl)carbamate